BrC1=CC=C(CNC2=C(C=NC3=NC(=CC=C23)OC)C(=O)OCC)C=C1 Ethyl 4-((4-bromobenzyl)amino)-7-methoxy-1,8-naphthyridine-3-carboxylate